C(C)OC1=C(O[C@H]2CN(CCC2)C2=CN=CC(=N2)NC(/C=C/C23CCC(CC2)CC3)=O)C=CC=C1 (R,E)-4-(3-((6-(3-(2-Ethoxyphenoxy)piperidin-1-yl)pyrazin-2-yl)amino)-3-oxoprop-1-en-1-yl)bicyclo[2.2.2]octan